tert-butyl 3-(4-fluorobenzyl)-2-oxopiperidin-1-carboxylate FC1=CC=C(CC2C(N(CCC2)C(=O)OC(C)(C)C)=O)C=C1